N-Bocsulfonamide C(=O)(OC(C)(C)C)NS(=O)=O